NC1=NNC2=CC=C(C=C12)C1=C2C(=NC=C1)NC(=C2)C=2C=C(C#N)C=CC2 3-(4-(3-amino-1H-indazol-5-yl)-1H-pyrrolo[2,3-b]pyridin-2-yl)benzonitrile